C(CC(=O)[O-])(=O)[O-].[I+].[I+] iodine malonate